[NH4+].S(=O)(=O)([O-])C(C(=O)OCCCCCCCC)CC(=O)OCCCCCCCC dioctyl sulfosuccinate, Ammonium salt